CC1=CC2=C(N=C(O2)N[C@@H]2C[C@H](CC2)NC2=CC=C(C=N2)N2C(C=CC=C2)=O)C=C1 6'-(((1S,3S)-3-((6-Methylbenzo[d]oxazol-2-yl)amino)cyclopentyl)amino)-2H-[1,3'-bipyridin]-2-one